Cl.ClC=1C=C(CNCCC)C=CC1 N-(3-chlorobenzyl)propan-1-amine hydrochloride